(S,E)-1-(2-chloro-4-(2-(1-ethyl-3-(trifluoromethyl)-1H-pyrazol-4-yl)-3-fluorophenyl)-4,6-dihydro-5H-thieno[2,3-c]pyrrol-5-yl)-4-(dimethylamino)but-2-en-1-one ClC1=CC2=C(CN([C@H]2C2=C(C(=CC=C2)F)C=2C(=NN(C2)CC)C(F)(F)F)C(\C=C\CN(C)C)=O)S1